(allyloxymethyl)acrylic acid methyl ester COC(C(=C)COCC=C)=O